N1=[13C](N)N=C(N)N=C1N melamine-13C